(6aR)-4-chloro-1-((2-isopropyl-4-methylpyridin-3-yl)amino)-3-(5-methyl-1H-indazol-4-yl)-6,6a,7,8,9,10-hexahydro-12H-pyrazino[2,1-c]pyrido[3,4-f][1,4]oxazepin-12-one ClC1=C(N=C(C=2C(N3[C@@H](COC21)CNCC3)=O)NC=3C(=NC=CC3C)C(C)C)C3=C2C=NNC2=CC=C3C